ClC1=C(C=CC(=C1)OC1=CC=C(C=C1)Cl)C(C(=O)OC)(CN1N=CN=C1)O (-)-Methyl 2-[2-chloro-4-(4-chlorophenoxy)phenyl]-2-hydroxy-3-(1,2,4-triazol-1-yl)propanoate